NC1=C(C(=NC=N1)C=1C(=C(C=C(C1)F)NC(C1=C(C=C(C=C1)C1CC1)F)=O)C)OC[C@H]1N(C[C@H](C1)OC)C(C#CC)=O N-(3-(6-amino-5-(((2S,4S)-1-(but-2-ynoyl)-4-methoxypyrrolidin-2-yl)methoxy)pyrimidin-4-yl)-5-fluoro-2-methylphenyl)-4-cyclopropyl-2-fluorobenzamide